OC=1C=C(C2COC3=CC(=CC=C3C2)O)C=CC1O 3',4',7-Trihydroxyisoflavan